(S)-6-Acryloyl-4-(2-(1-ethyl-3-(trifluoromethyl)-1H-pyrazol-4-yl)phenyl)-4,5,6,7-tetrahydrothieno[2,3-c]pyridine-2-carbonitrile C(C=C)(=O)N1CC2=C([C@@H](C1)C1=C(C=CC=C1)C=1C(=NN(C1)CC)C(F)(F)F)C=C(S2)C#N